CC1(OC=2C=C(C=C(C2C2[C@]1(CCC(=C2)C)C)O)CCCCC)C (6Ar)-6,6,6a,9-tetramethyl-3-pentyl-8,10a-dihydro-7H-benzo[c]chromen-1-ol